NC1=C(N=CC2=C(C(=CC=C12)F)N1C(C=NC=C1)C#N)C(=O)NCCC 4-amino-8-(3-cyanopyrazin-4-yl)-7-fluoro-N-propylisoquinoline-3-carboxamide